methyl 2-aminoacetate NCC(=O)OC